FC(C=1C=C(C(=O)Cl)C=C(C1)C(F)(F)F)(F)F 3,5-bistrifluoromethyl-benzoyl chloride